(S)-N-(3-chloro-4-fluorophenyl)pyrrolidine-2-carboxamide ClC=1C=C(C=CC1F)NC(=O)[C@H]1NCCC1